C1(=CC=CC=C1)N[C@@H](CO)C(=O)O Phenylserine